NCCNCCC[Si](OCC)(OCC)C (2-aminoethyl)aminopropyl-methyldiethoxysilane